6-amino-3-bromo-5-(3-hydroxy-2,6-dimethyl-phenyl)pyrrolo[2,3-b]pyrazine-7-carboxamide NC1=C(C=2C(=NC(=CN2)Br)N1C1=C(C(=CC=C1C)O)C)C(=O)N